FC1(CC(C1)(C)CN1N=C(C(=C1C(=O)NC1=CC(=NC=C1)SC)C(F)(F)F)C1(CC1)C)F 1-((3,3-difluoro-1-methylcyclobutyl)methyl)-3-(1-methylcyclopropyl)-N-(2-(methylthio)pyridin-4-yl)-4-(trifluoromethyl)-1H-pyrazole-5-carboxamide